NC1=C(C(C2=C(C=CC=C2)Cl)=NO)C=C(C=C1)Cl 2-amino-2',5-dichlorobenzophenone oxime